NC1CCC(CC1)CN1C(N(C2=C1C=CC=C2)CC(C2=CC=CC=C2)=O)=O 1-(((1r,4r)-4-aminocyclohexyl)methyl)-3-(2-oxo-2-phenylethyl)-1H-benzo[d]imidazol-2(3H)-one